COC1=C(C=CC=C1)C1=CC(=NO1)C(=O)O 5-(2-methoxyphenyl)isoxazole-3-carboxylic acid